C(CCCC)(=O)NCC(=O)O (pentamido)acetic acid